O=C1C(=CC2=CC=CC3=CC=CC1=C23)CNCCCCS(=O)(=O)O 4-[(1-oxophenalen-2-yl)methylamino]butane-1-sulfonic acid